1-[3-[4-hydroxy-2-[2-(3-methoxyphenyl)ethyl]-5-methyl-pyrazol-3-yl]-1H-1,2,4-triazol-5-yl]-5-methyl-pyrazolo[3,4-c]pyridine-3-carboxamide OC1=C(N(N=C1C)CCC1=CC(=CC=C1)OC)C1=NNC(=N1)N1N=C(C=2C1=CN=C(C2)C)C(=O)N